6-(1-(2,2-difluoroethyl)-4-(3-(methylsulfonyl)phenyl)-1H-imidazol-5-yl)imidazo[1,2-b]pyridazine-3-carbonitrile FC(CN1C=NC(=C1C=1C=CC=2N(N1)C(=CN2)C#N)C2=CC(=CC=C2)S(=O)(=O)C)F